CC1=CN(C(=O)NC1=O)[C@H]2C[C@@H]([C@H](O2)CO)O[Si](C)(C)C(C)(C)C 3'-O-(t-butyldimethylsilyl)thymidine